C1(CC1)NS(=O)(=O)C=1C=NC2=CC(=CC(=C2C1NC12CCC(CC1)(C2)C(=O)O)F)C=2C(=NC(=NC2)OC)OC (1r,4r)-4-((3-(N-cyclopropylaminosulfonyl)-7-(2,4-dimethoxypyrimidin-5-yl)-5-fluoroquinolin-4-yl)amino)bicyclo[2.2.1]heptane-1-carboxylic acid